ClC=1C2=C(N=CN1)N(C=C2C2=C(C=C(N)C=C2)F)C2COC2 4-(4-chloro-7-(oxetan-3-yl)-7H-pyrrolo[2,3-d]pyrimidin-5-yl)-3-fluoroaniline